ClC=1C=C(C=CC1C#N)N1C(N(C(C1=O)(C)C)C1=CC=C(C=C1)N1CCC(CC1)CN1CCN(CC1)C(=O)OC(C)(C)C)=S tert-butyl 4-((1-(4-(3-(3-chloro-4-cyanophenyl)-5,5-dimethyl-4-oxo-2-thioxoimidazolidin-1-yl) phenyl)piperidin-4-yl)methyl)piperazine-1-carboxylate